C(C)(C)(C)[C@@]1(N(CCC1)C([C@H]([C@H](CC)C)NC([C@H](CCC)NC)=O)=O)CC(=O)O tert-Butyl-(2S)-1-[(2S,3S)-3-methyl-2-[[(2S)-2-(methylamino)pentanoyl]amino]pentanoyl]pyrrolidine-2-acetic acid